1,2,3,6-tetrahydrophthalic acid amide C(C1C(C(=O)O)CC=CC1)(=O)N